C(CCCC)OC(CN(C(O)=O)C1=CC=C(C=C1)N)(C)OCCCCC.NCC1CC(CCC1)CN 1,3-Bis(aminomethyl)cyclohexane 2,2-bis(pentyloxy)propyl-(4-aminophenyl)carbamate